C(C)(C)(C)OC(=O)N1C(C(CCC1)=O)COC1CCC(CC1)C1=C(C=CC=C1)O 3-Oxo-2-({[(1s,4s)-4-(2-hydroxyphenyl)cyclohexyl]oxy}methyl)piperidine-1-carboxylic acid tert-butyl ester